Cinnamoyl-L-glutamate C(C=CC1=CC=CC=C1)(=O)N[C@@H](CCC(=O)[O-])C(=O)[O-]